ClC1=NC=CC=C1C(=O)NC1=C(C=CC=C1)C1=CC=C(C=C1)C#CC(C)(C)C 2-chloro-N-[4'-(3,3-dimethyl-but-1-yn-1-yl)biphenyl-2-yl]pyridine-3-carboxamide